FC=1C=CC2=C(CC3(OCCO3)CC(N2)=O)C1 7-fluoro-1,5-dihydrospiro[1-benzazepine-4,2-[1,3]dioxolane]-2(3H)-one